OP(O)OP(O)O.C(C)(C)(C)C1=C(C(=CC(=C1)C)C(C)(C)C)CC(O)C(CO)(CO)CO (2,6-di-tert-butyl-4-methylphenyl)methyl-pentaerythritol diphosphite